ruthenium (II) dichloro(3-methyl-2-butenylene)bis(tricyclohexylphosphine) ClP(CC=C(CP(C1CCCCC1)(C1CCCCC1)(C1CCCCC1)Cl)C)(C1CCCCC1)(C1CCCCC1)C1CCCCC1.[Ru+2]